[O+2].C=1([O-])C([O-])=CC=CC1 catecholate oxygen